FC1(CC=2C3=C(C(OC2C(C1)C)=O)SC(=C3)C=3C=NN(C3)COCC[Si](C)(C)C)F 8,8-difluoro-6-methyl-2-(1-((2-(trimethylsilyl)ethoxy)methyl)-1H-pyrazol-4-yl)-6,7,8,9-tetrahydro-4H-thieno[2,3-c]chromen-4-one